2-amino-5-{2-[(1S)-1-cyclopropylethyl]-7-methyl-1-oxo-2,3-dihydro-1H-isoindol-5-yl}-N-[(1S,3S)-3-hydroxycyclopentyl]pyrazolo[1,5-a]pyrimidine-3-carboxamide NC1=NN2C(N=C(C=C2)C=2C=C3CN(C(C3=C(C2)C)=O)[C@@H](C)C2CC2)=C1C(=O)N[C@@H]1C[C@H](CC1)O